BrC1=CC=C2C(CCC(C2=C1)=O)C(F)(F)F 7-bromo-4-(trifluoromethyl)-3,4-dihydronaphthalen-1(2H)-one